Cl.C(C)(C)(C)N1CCC(CC1)C1(CC1)CN=[N+]=[N-] tert-butyl-4-(1-(azidomethyl)cyclopropyl)piperidine hydrochloride